ClC1=C(C(=CC=C1Cl)OC)C1CC2N(C([C@H](NC2)CO)=O)CC1 (3R)-8-(2,3-dichloro-6-methoxyphenyl)-3-(hydroxymethyl)-octahydropyrido[1,2-a]pyrazin-4-one